N-(3-(5-chloro-2-methoxyphenyl)-1-(2-(3-methoxypiperidin-1-yl)-2-oxoethyl)-1H-pyrazol-4-yl)pyrazolo[1,5-a]pyrimidine-3-carboxamide ClC=1C=CC(=C(C1)C1=NN(C=C1NC(=O)C=1C=NN2C1N=CC=C2)CC(=O)N2CC(CCC2)OC)OC